NC=1N=C(C=C2C=C(N=CC12)NC(=O)C1CC12CNCC2)C=2C=NC=CC2C (±)-cis-N-(8-amino-6-(4-methylpyridin-3-yl)-2,7-naphthyridin-3-yl)-5-azaspiro[2.4]Heptane-1-carboxamide